ClC1=C(OCC(=O)O)C=CC(=C1)Cl.CNC dimethylamine 2,4-dichlorophenoxyacetate